(1,3-dioxoisoindolin-2-yl)potassium O=C1N(C(C2=CC=CC=C12)=O)[K]